4-fluoro-N-(propane-1-sulfonyl)-1,3-benzothiazole-6-carboxamide FC1=CC(=CC2=C1N=CS2)C(=O)NS(=O)(=O)CCC